6-chloro-5-ethynyl-pyrimidine-2,4-diamine ClC1=C(C(=NC(=N1)N)N)C#C